2-[(3R)-3-methylmorpholin-4-yl]-8-(1H-pyrazol-5-yl)-1,7-naphthyridin-4-amine C[C@H]1N(CCOC1)C1=NC2=C(N=CC=C2C(=C1)N)C1=CC=NN1